C(CC)OC(NC1=C(C=C(C=C1)N(C)CC=1SC(=CC1)Br)Cl)=O {4-[(5-Bromo-thiophen-2-ylmethyl)-(methyl)amino]-2-chlorophenyl}-carbamic acid propyl ester